C(C)OC1=CC=C(C=N1)C1=CN=CC(=N1)C(=O)NC=1NC2=C(C=CC(=C2C1)F)OC 6-(6-ethoxypyridin-3-yl)-N-(4-fluoro-7-methoxy-1H-indol-2-yl)pyrazine-2-carboxamide